COC1=CC=C(CS(=O)(=O)C2=NC=3N(C(N(C(C3N2C)=O)C)=O)C)C=C1 8-((4-methoxybenzyl)sulfonyl)-1,3,7-trimethyl-1H-purine-2,6(3H,7H)-dione